C1(=CC=CC=C1)C1=C(C(=C(C(=C1)C1=CC=CC=C1)O)C(C)C)CC 4,6-diphenylethyl-2-isopropyl-phenol